C1=CC=CC=2C3=CC=CC=C3C(C12)(CO)CO 9H-fluorene-9,9-diyl-dimethanol